C(CCCCCCCCCCCCC)NCCC(=O)[O-].[Na+] sodium β-tetradecylaminopropionate